Cl.C1(CC1)CN1[C@H]2[C@@]3(CC[C@H]([C@H]4[C@@]3(C=3C(=C(C=CC3C2)O)O4)CC1)N(C(\C=C\C1=COC=C1)=O)C)O 17-(cyclopropylmethyl)-3,14β-dihydroxy-4,5α-epoxy-6β-[N-methyl-trans-3-(3-furyl)acrylamido]morphinan hydrochloride